(1R,3S)-3-(3-((1s,3R)-3-(2-formyl-3-hydroxyphenoxy)cyclobutane-1-carboxamido)-1H-pyrazol-5-yl)cyclopentyl isopropylcarbamate C(C)(C)NC(O[C@H]1C[C@H](CC1)C1=CC(=NN1)NC(=O)C1CC(C1)OC1=C(C(=CC=C1)O)C=O)=O